N-((3r,5s)-5-((1H-1,2,3-triazol-1-yl)methyl)pyrrolidin-3-yl)-5-(3-chlorophenyl)oxazole-2-carboxamide TFA salt OC(=O)C(F)(F)F.N1(N=NC=C1)C[C@@H]1C[C@H](CN1)NC(=O)C=1OC(=CN1)C1=CC(=CC=C1)Cl